Z-7-(3-fluoro-bicyclo[1.1.1]pentan-1-yl)-5,5-dimethyl-7-oxohept-2-enenitrile FC12CC(C1)(C2)C(CC(C\C=C/C#N)(C)C)=O